CN(CCOC1=CC=C(C=C1)CC(=O)O)C [4-[2-(dimethylamino)ethoxy]phenyl]acetic acid